CC1=C(C=CC=C1)SCCSC1=C(C=CC=C1)C 1,2-bis(2-methylphenylsulfanyl)ethane